4-(2-(2-(2-hydroxyethoxy)ethoxy)phenyl)-2-(3,4,5-tris(dodecyloxy)phenyl)acrylonitrile OCCOCCOC1=C(C=CC=C1)C1(C(C=C(C=C1OCCCCCCCCCCCC)C(C#N)=C)OCCCCCCCCCCCC)OCCCCCCCCCCCC